2-(2-aminopyridin-4-yl)-N-tert-butyl-1,7-naphthyridin-4-amine NC1=NC=CC(=C1)C1=NC2=CN=CC=C2C(=C1)NC(C)(C)C